NC1=C(C=CC(=C1)N)C(CCCC(=O)O)C(OC1=CC=C(C=C1)C=CC(C1=CC=CC=C1)=O)=O 5-(2,4-Diaminophenyl)-6-oxo-6-[4-(3-oxo-3-phenylprop-1-enyl)phenoxy]hexanoic acid